NC1=NC=CC=C1C1=NC=2C(=NC(=CC2)C2COC2)N1C=1C=C2CC[C@@H](C2=CC1)NC1CCN(CC1)C(C=C)=O 1-(4-{[(1S)-5-[2-(2-aminopyridin-3-yl)-5-(oxetan-3-yl)imidazo[4,5-b]pyridin-3-yl]-2,3-dihydro-1H-inden-1-yl]amino}piperidin-1-yl)prop-2-en-1-one